3-chloro-5'-methoxy-[2,3'-bipyridin] ClC=1C(=NC=CC1)C=1C=NC=C(C1)OC